FC1=C(C=CC(=C1)F)C(C(=O)O)(C)F 2-(2,4-difluorophenyl)-2-fluoropropanoic acid